ethan-1,2-diol C(CO)O